C1(=C(C(=CC=C1)C1=CC=CC=C1CCl)C1=CC=CC=C1CCl)C1=CC=CC=C1 Biphenyldibenzyl chloride